ClC1=CC(=C2C(=N1)C(=NN2COCC[Si](C)(C)C)NC2CCC2)C(CO)O 1-(5-chloro-3-(cyclobutylamino)-1-((2-(trimethylsilyl)ethoxy)methyl)-1H-pyrazolo[4,3-b]pyridin-7-yl)ethane-1,2-diol